CC1(OB(OC1(C)C)C1=CC=C(CN2CCC3(CC(C3)O)CC2)C=C1)C 7-(4-(4,4,5,5-tetramethyl-1,3,2-dioxaborolan-2-yl)benzyl)-7-azaspiro[3.5]nonan-2-ol